C12=C(CCC(C1(C)C)C2)C (+)-pinene